3-(6-hydroxy-pyridazine-3-carbonyl)piperidine-1-carboxylic acid tert-butyl ester C(C)(C)(C)OC(=O)N1CC(CCC1)C(=O)C=1N=NC(=CC1)O